tert-butyl 4-(7-bromo-2,6-dichloro-quinazolin-4-yl)piperazine-1-carboxylate BrC1=C(C=C2C(=NC(=NC2=C1)Cl)N1CCN(CC1)C(=O)OC(C)(C)C)Cl